1-(3-ammoniopropyl)-3-methyl-1H-imidazol-3-ium [NH3+]CCCN1C=[N+](C=C1)C